sodium 2,2'-ethylidene-bis(4,6-di-t-butylphenyl) phosphate P1(=O)(OC2=C(C=C(C=C2C(C)(C)C)C(C)(C)C)C(C)C2=C(C(=CC(=C2)C(C)(C)C)C(C)(C)C)O1)[O-].[Na+]